6-((2-oxa-6-azaspiro[3.3]heptan-6-yl)methyl)-2-(3-(3-(fluoro(4-methyl-4H-1,2,4-triazol-3-yl)methyl)oxetan-3-yl)phenyl)-4-(trifluoromethyl)isoindolin-1-one C1OCC12CN(C2)CC2=CC(=C1CN(C(C1=C2)=O)C2=CC(=CC=C2)C2(COC2)C(C2=NN=CN2C)F)C(F)(F)F